C1(CCCC1)NC1=CC=C(C=C1)[C@@H]1N(CCC[C@@H]1C(=O)NC1=CC(=C(C=C1)C)C(F)(F)F)C=1C2=C(N=CN1)C=CC=N2 (2R,3S)-2-(4-(cyclopentylamino)phenyl)-N-(4-methyl-3-(trifluoromethyl)phenyl)-1-(pyrido[3,2-d]pyrimidin-4-yl)piperidine-3-carboxamide